C(CCC)OC=1C(=C(C=C(C1)C1CC1)O)C1CC1 3-Butoxy-2,5-dicyclopropylphenol